8-(4-(4-(2-Cyclohexylpropan-2-yl)phenoxy)piperidin-1-yl)-5-methyl-6-oxo-5,6-dihydro-1,5-naphthyridin-2-carbonitril C1(CCCCC1)C(C)(C)C1=CC=C(OC2CCN(CC2)C2=CC(N(C=3C=CC(=NC23)C#N)C)=O)C=C1